C(C)(C)(C)OC(=O)N1CC(N(CC1)C(C1=CC=C(C=C1)F)C1=CC=C(C=C1)F)C(C)(C(C)C)O 4-(bis(4-fluorophenyl)methyl)-3-(2-hydroxy-3-methylbutan-2-yl)piperazine-1-carboxylic acid tert-butyl ester